BrC1=CC(=C(C=C1C)C12CCCC2C1)Cl 1-(4-bromo-2-chloro-5-methyl-phenyl)bicyclo[3.1.0]hexane